N-(cis-4-(4-methylpiperazin-1-yl)cyclohexyl)-5-(quinolin-6-yl)pyrrolo[2,1-f][1,2,4]triazin-2-amine CN1CCN(CC1)[C@H]1CC[C@H](CC1)NC1=NN2C(C=N1)=C(C=C2)C=2C=C1C=CC=NC1=CC2